C(=O)(O)C=1C(=NC(N([C@H]2C[C@H](O)[C@@H](CO)O2)C1)=O)N 5-carboxy-deoxycytidine